FC(C(=O)O)(F)F.N1(CCC1)CC1=C(CNC2=C(C(=C(C(=C2)F)S(=O)(=O)NC=2N=CSC2)F)Cl)C=CC=C1F 4-((2-(azetidin-1-ylmethyl)-3-fluorobenzyl)amino)-3-chloro-2,6-difluoro-N-(thiazol-4-yl)benzenesulfonamide 2,2,2-trifluoroacetate